(S)-2-((6-(1H-pyrazol-1-yl)pyrimidin-4-yl)amino)-4-((2-((2-methylpyridin-3-yl)oxy)ethyl)(4-(5,6,7,8-tetrahydro-1,8-naphthyridin-2-yl)butyl)amino)butanoic acid N1(N=CC=C1)C1=CC(=NC=N1)N[C@H](C(=O)O)CCN(CCCCC1=NC=2NCCCC2C=C1)CCOC=1C(=NC=CC1)C